N-(1H-indole-6-yl)-4-methyl-2-(1-oxoisoindole-2-yl)pentanamide N1C=CC2=CC=C(C=C12)NC(C(CC(C)C)N1C(C2=CC=CC=C2C1)=O)=O